methylpiperidin-1-ethanol CC1N(CCCC1)CCO